COC(C(CC1CCNCC1)O)=O.C(=C)C1=CC=CC2=CC3=CC4=CC=CC=C4C=C3C=C12 vinyl-naphthacene methyl-2-hydroxy-3-(piperidin-4-yl)propanoate